N1C=CC=2C1=NC=CC2C=2C=C1C(=NC=NC1=CC2)C2=CC(=C(C=C2)N2CCOCC2)F 4-(4-(6-(1H-pyrrolo[2,3-b]pyridin-4-yl)quinazolin-4-yl)-2-fluorophenyl)morpholine